3-(tert-butoxycarbonylamino)-3-(6-methoxy-2-pyridyl)-2-[(3-nitro-2-pyridyl)amino]propanoate C(C)(C)(C)OC(=O)NC(C(C(=O)[O-])NC1=NC=CC=C1[N+](=O)[O-])C1=NC(=CC=C1)OC